tert-Butyl 6-((3R,5R)-3,5-dimethylmorpholino)quinoline-4-carboxylate C[C@@H]1COC[C@H](N1C=1C=C2C(=CC=NC2=CC1)C(=O)OC(C)(C)C)C